C12C(C=CCCCC)(O1)O2 di-epoxyoctaneN